α-n-butylacrylic acid C(CCC)C(C(=O)O)=C